FC1(C(C1)C(=O)NC1=NC=C2C=C(N3C(C2=C1)=CC=N3)C=3C=NC(=CC3C)C(CC)O)F 2,2-Difluoro-N-(5-(6-(1-hydroxypropyl)-4-methylpyridin-3-yl)pyrazolo[5,1-a][2,6]naphthyridin-9-yl)cyclopropane-1-carboxamide